2-(1-(6-chloro-2-(2-methoxyethoxy)pyrimidin-4-yl)-3-fluoro-2-oxo-1,2-dihydropyridin-4-yl)-1,5,6,7-tetrahydro-4H-pyrrolo[3,2-c]pyridin-4-one ClC1=CC(=NC(=N1)OCCOC)N1C(C(=C(C=C1)C1=CC=2C(NCCC2N1)=O)F)=O